FC=1C=C(C=CC1C(=O)N1[C@@H](CN(C[C@H]1C)C(C1=C(C=C(C=C1)OC)F)=O)C)NC(C)=O N-(3-fluoro-4-((2R,6R)-4-(2-fluoro-4-methoxybenzoyl)-2,6-dimethylpiperazine-1-carbonyl)phenyl)acetamide